5,6-Dimethyl-N2-(4-(4-methylpiperazin-1-yl)phenyl)-N4-(3,4,5-trimethoxyphenyl)pyrimidine-2,4-diamine CC=1C(=NC(=NC1C)NC1=CC=C(C=C1)N1CCN(CC1)C)NC1=CC(=C(C(=C1)OC)OC)OC